(R)-6-(4-hydroxy-2,3-dihydrobenzofuran-5-yl)-3-((1-(2-hydroxyethyl)piperidin-3-yl)amino)-4-methyl-1,2,4-triazine-5(4H)-one OC1=C(C=CC2=C1CCO2)C=2C(N(C(=NN2)N[C@H]2CN(CCC2)CCO)C)=O